ethyl (E)-8-[1-bromo-3-[(1R,3R)-3-(tert-butoxycarbonylamino)-cyclohexyl]-8-chloro-imidazo-[1,5-a]pyrazin-5-yl]oct-7-enoate BrC=1N=C(N2C1C(=NC=C2/C=C/CCCCCC(=O)OCC)Cl)[C@H]2C[C@@H](CCC2)NC(=O)OC(C)(C)C